ClCCCCC(C=1C(OC2=C(C(=CC=C2C1O)O)O)=O)C=1C(OC2=C(C(=CC=C2C1O)O)O)=O 3-[5-Chloro-1-(4,7,8-trihydroxy-2-oxochromen-3-yl)pentyl]-4,7,8-trihydroxy-2H-chromen-2-one